FC1=CC(=C(C=C1)NC1=CN=C(C=C1C(=O)OC)C(F)(F)F)C methyl 5-((4-fluoro-2-methylphenyl)-amino)-2-(trifluoro-methyl)isonicotinate